2-fluoro-N-(1-{[4-iodo-2-(trifluoromethyl)phenyl]methyl}-1H-pyrazol-3-yl)benzamide FC1=C(C(=O)NC2=NN(C=C2)CC2=C(C=C(C=C2)I)C(F)(F)F)C=CC=C1